C(=O)(O)C=1C=C(C=CC1C(=O)O)C(=O)OC1=CC=C(C=C1)C1=CC=C(C=C1)OC(=O)C1=CC(=C(C=C1)C(=O)O)C(=O)O bis(3,4-dicarboxyphenylcarbonyloxy)biphenyl